[C@H]12CN(C[C@H](CC1)N2)C2=NC(=NC1=C(C(=CC=C21)C2=CC(=CC1=CC=CC=C21)O)F)N2CC1(CC2)CNCC1 4-(4-((1R,5S)-3,8-diazabicyclo[3.2.1]octan-3-yl)-8-fluoro-2-(2,7-diazaspiro[4.4]nonan-2-yl)quinazolin-7-yl)naphthalen-2-ol